(3aR,5s,6aS)-2-(2-(tetrahydro-2H-pyran-4-yl)ethyl-1,1-d2)-N-(6-(4-(trifluoromethyl)pyridin-3-yl)pyridazin-3-yl)octahydrocyclopenta[c]pyrrol-5-amine O1CCC(CC1)CC([2H])([2H])N1C[C@@H]2[C@H](C1)CC(C2)NC=2N=NC(=CC2)C=2C=NC=CC2C(F)(F)F